(R)-N-(3-(1-((2-amino-5-chloropyridin-3-yl)oxy)ethyl)phenyl)quinoline-3-carboxamide NC1=NC=C(C=C1O[C@H](C)C=1C=C(C=CC1)NC(=O)C=1C=NC2=CC=CC=C2C1)Cl